4-[3-(ethylamino)pyrrolidin-1-yl]-N-(8-fluoro-2-methyl-imidazo[1,2-a]pyridin-6-yl)-6-hydroxy-2-methyl-indazole-7-carboxamide C(C)NC1CN(CC1)C=1C2=CN(N=C2C(=C(C1)O)C(=O)NC=1C=C(C=2N(C1)C=C(N2)C)F)C